4-(6-Biphenyl-2-ylmethyl-3-hydroxy-pyridin-2-yl)-4-oxo-butyric acid ethyl ester C(C)OC(CCC(=O)C1=NC(=CC=C1O)CC1=C(C=CC=C1)C1=CC=CC=C1)=O